6-(pyrrolidin-1-yl)pyrazin N1(CCCC1)C1=CN=CC=N1